Cl.C[C@H]1O[C@H](CNC1)CO ((2R,6R)-6-methylmorpholin-2-yl)methanol hydrochloride